ClC1=C(C=C(C(=O)N2CC=3N=C(N(C(C3C[C@H]2C)=O)C2=CN=C(N2C)C(=O)OCC)SC)C=C1)C(F)(F)F (R)-Ethyl 5-(7-(4-chloro-3-(trifluoromethyl) benzoyl)-6-methyl-2-(methylthio)-4-oxo-5,6,7,8-tetrahydropyrido[3,4-d]pyrimidin-3(4H)-yl)-1-methyl-1H-imidazole-2-carboxylate